BrC1=NN(C(=N1)OC1=CC(=CC(=C1)F)Cl)CC(C)C 3-bromo-5-(3-chloro-5-fluorophenoxy)-1-(2-methylpropyl)-1,2,4-triazole